4-((8-(4-Cyanophenyl)-2,3-dihydro-4H-pyrido[4,3-b][1,4]thiazin-4-yl)sulfonyl)benzonitrile C(#N)C1=CC=C(C=C1)C1=CN=CC2=C1SCCN2S(=O)(=O)C2=CC=C(C#N)C=C2